6-(2-chloro-4-methylphenyl)-2-(piperidin-1-ylmethyl)-1H-benzoimidazole-4-carboxylic acid ClC1=C(C=CC(=C1)C)C=1C=C(C2=C(NC(=N2)CN2CCCCC2)C1)C(=O)O